1-(2-butyloctyl) 9-(2-((4-(dimethylamino) butanoyl) oxy)-3-((8-((2-hexyldecyl) oxy)-8-oxooctanoyl) oxy) propyl) azelate C(CCCCCCCC(=O)OCC(COC(CCCCCCC(=O)OCC(CCCCCCCC)CCCCCC)=O)OC(CCCN(C)C)=O)(=O)OCC(CCCCCC)CCCC